Dimethyl 5-(3-bromopropoxy)isophthalate BrCCCOC=1C=C(C=C(C(=O)OC)C1)C(=O)OC